CN(C=1SC=2N=CN(C(C2N1)=O)C1=CC2=CN(N=C2C=C1)C)C1CCN(CC1)C 2-(methyl(1-methylpiperidin-4-yl)amino)-6-(2-methyl-2H-indazol-5-yl)thiazolo[5,4-d]pyrimidin-7(6H)-one